6-bromo-2-(chloromethyl)-1H-benzo[d]Imidazole-4-carboxylic acid methyl ester COC(=O)C1=CC(=CC=2NC(=NC21)CCl)Br